1-{1-[3-(4,6-difluoro-1H-1,3-benzodiazol-2-yl)-5-(4-fluoro-3-methylphenyl)pyridin-4-yl]azetidin-3-yl}methanamine FC1=CC(=CC=2NC(=NC21)C=2C=NC=C(C2N2CC(C2)CN)C2=CC(=C(C=C2)F)C)F